methyl (E)-3-bromo-2-methyl-prop-2-enoate Br/C=C(/C(=O)OC)\C